(S)-N-(4-methyl-3-(((R)-1-(naphthalen-1-yl)ethyl)carbamoyl)phenyl)-1-(2,2,2-trifluoroacetyl)piperidine-2-carboxamide CC1=C(C=C(C=C1)NC(=O)[C@H]1N(CCCC1)C(C(F)(F)F)=O)C(N[C@H](C)C1=CC=CC2=CC=CC=C12)=O